ClC1=C(CN2C3CCCCCN3CCC2)C=CC=C1 8-(2'-chlorobenzyl)-1,8-diazabicyclo[5.4.0]undecane